(2S,4R)-N-[(S)-(5-cyclopropyl-6-fluoropyridin-2-yl)(phenyl)methyl]-1-{2-[4-(dimethylamino)-1H-1,2,3-triazol-1-yl]acetyl}-4-fluoropyrrolidine-2-carboxamide C1(CC1)C=1C=CC(=NC1F)[C@@H](NC(=O)[C@H]1N(C[C@@H](C1)F)C(CN1N=NC(=C1)N(C)C)=O)C1=CC=CC=C1